OC1=C(C=CC=C1)C(=O)C1=CC=CC=C1 (2-hydroxyphenyl)-phenylmethanone